FC(C1=[N+](C=CC(=C1)C(F)(F)F)[O-])F 2-(difluoromethyl)-4-(trifluoromethyl)pyridine 1-oxide